N-benzyl-N-methyl-1H-imidazole-4-carboxamide C(C1=CC=CC=C1)N(C(=O)C=1N=CNC1)C